C(C1=CC=C(C=C1)OC)N(C1=NC=C(C(=N1)OC)O)CC1=CC=C(C=C1)OC 2-[bis(p-anisyl)amino]-4-methoxy-pyrimidin-5-ol